COC1=CC=C(C=C1)NC(=S)NNC(=O)N 2-((4-methoxyphenyl)carbamothioyl)hydrazine-1-carboxamide